2,2'-ethylenebis[4-t-butyl-6-(2H-benzotriazol-2-yl)phenol] C(CC1=C(C(=CC(=C1)C(C)(C)C)N1N=C2C(=N1)C=CC=C2)O)C2=C(C(=CC(=C2)C(C)(C)C)N2N=C1C(=N2)C=CC=C1)O